trans-3,5,4'-tricyanostilbene C(#N)C=1C=C(C=C(C1)C#N)\C=C\C1=CC=C(C=C1)C#N